O=C1NC(CCC1N1C(C2=CC=C(C=C2C1=O)OCCCOCCCOCCOC1=CC=C(C=C1)\C(=C(\CC)/C1=CC=CC=C1)\C1=CC=C(C=C1)O)=O)=O (Z)-2-(2,6-dioxopiperidin-3-yl)-5-(3-(3-(2-(4-(1-(4-hydroxyphenyl)-2-phenylbut-1-en-1-yl)phenoxy)ethoxy)propoxy)propoxy)isoindoline-1,3-dione